(2-(2-(benzyloxy)ethyl)imidazo[1,2-a]pyridin-7-yl)boronic acid C(C1=CC=CC=C1)OCCC=1N=C2N(C=CC(=C2)B(O)O)C1